tert-butyl (2S)-4-(7-chloro-8-fluoro-2-methylsulfanyl-pyrido[4,3-d]pyrimidin-4-yl)-2-(cyanomethyl)piperazine-1-carboxylate ClC1=C(C=2N=C(N=C(C2C=N1)N1C[C@@H](N(CC1)C(=O)OC(C)(C)C)CC#N)SC)F